tert-butyl 1-methyl-4-(4-methyl-5-((methylsulfonyl)oxy)pyrimidin-2-yl)-1H-pyrazole-5-carboxylate CN1N=CC(=C1C(=O)OC(C)(C)C)C1=NC=C(C(=N1)C)OS(=O)(=O)C